OC(=O)C(F)(F)F.COC1=NC=C(C=C1C#N)C1CNCCC1 (2-methoxy-5-(piperidin-3-yl)pyridine-3-carbonitrile) TFA salt